ClC=1C(=C(C=C(C1)OCOC)C1=C(C=C2C(=NC(=NC2=C1F)OCC12CCCN2CCC1)N1CC2(CNC(N2)=O)CCC1)F)C1CC1 7-(7-(3-chloro-2-cyclopropyl-5-(methoxymethoxy)phenyl)-6,8-difluoro-2-((hexahydro-1H-pyrrolizin-7a-yl)methoxy)quinazolin-4-yl)-1,3,7-triazaspiro[4.5]decan-2-one